CC=1C(=NC(=NC1)NC1=CC=C(C=C1)N1CCN(CC1)C)NC1=CC(=CC=C1)OC 5-Methyl-N4-(3-methoxyphenyl)-N2-[4-(4-methylpiperazin-1-yl)phenyl]pyrimidine-2,4-diamine